(E)-N-(3-(Methylsulfonyl)allyl)-5-(4-(trifluoromethyl)phenyl)-2-naphthamide CS(=O)(=O)/C=C/CNC(=O)C1=CC2=CC=CC(=C2C=C1)C1=CC=C(C=C1)C(F)(F)F